Cl.Cl.CNC(C1=NC=C(C=C1)N1CC2(C1)CNC2)=O N-methyl-5-(2,6-diazaspiro[3.3]heptan-2-yl)picolinamide dihydrochloride